C1(CC2C(CC1)O2)C2OCCCO2 2-(3,4-epoxycyclohexyl)-1,3-dioxan